3,3-bis-(tert-butyl-dimethyl-silanyloxymethyl)-heptan-1-ol C(C)(C)(C)[SiH2]OC(C(CCO)(CCCC)C(O[SiH2]C(C)(C)C)(C)C)(C)C